4-{2'-ethoxy-3-fluoro-[2,3'-bipyridinyl]-5-yl}-1-[2-fluoro-4-(trifluoromethyl)phenyl]-N-[(3S)-1-methylpyrrolidin-3-yl]piperidine-4-carboxamide C(C)OC1=NC=CC=C1C1=NC=C(C=C1F)C1(CCN(CC1)C1=C(C=C(C=C1)C(F)(F)F)F)C(=O)N[C@@H]1CN(CC1)C